ClC1=C(C(=O)N2CCC3(CC2)C(NC2=CC=C(C=C23)C(=O)OC)=O)C=CC(=C1)Cl Methyl 1'-(2,4-dichlorobenzoyl)-2-oxospiro[indoline-3,4'-piperidine]-5-carboxylate